4-methyl-N2-(7-methylpyrrolo[2,3-d]pyrimidin-5-yl)-5-(trifluoromethyl)pyrimidine-2,4-diamine CC1(NC(=NC=C1C(F)(F)F)NC1=CN(C=2N=CN=CC21)C)N